2-chloro-4-oxo-3h,4h,5h-pyrrolo[3,2-d]pyrimidine-5-carboxylate ClC=1NC(C2=C(N1)C=CN2C(=O)[O-])=O